tert-butyl (S)-((5-(2-methoxypyridin-4-yl)isochroman-1-yl)methyl)carbamate COC1=NC=CC(=C1)C1=C2CCO[C@@H](C2=CC=C1)CNC(OC(C)(C)C)=O